NC1=C(C=C(C(=N1)C(=O)OCC)C1=CC=CC=C1)C1=CC=C(C=C1)Cl Ethyl 6-Amino-5-(4-chlorophenyl)-3-phenylpicolinate